COC1=C(C(=O)P(C2=CC=CC=C2)(C2=CC=CC=C2)=O)C(=CC=C1)OC 2,6-dimethoxybenzoyldiphenyl-phosphine oxide